ClC1=C(C=CC(=C1)O)C[C@@H](CNC(=O)[C@H]1[C@@](C1)(C1=CC=CC=C1)C)NC(OC(C)(C)C)=O tert-butyl ((S)-1-(2-chloro-4-hydroxyphenyl)-3-((1R,2R)-2-methyl-2-phenylcyclopropane-1-carboxamido)propan-2-yl)carbamate